C(=O)(O)C1=C(C=O)C=C(C=C1)C(=O)O 2,5-dicarboxybenzaldehyde